C1(CCCC1)P(C1=CC(=CC(=C1)OC)OC)C1CCCC1 dicyclopentyl(3,5-dimethoxyphenyl)phosphine